5-fluoro-3-methyl-2H-chromene-3-carboxylic acid FC1=C2CC(COC2=CC=C1)(C(=O)O)C